1-(2-fluoro-5-bromo-phenyl)ethanone FC1=C(C=C(C=C1)Br)C(C)=O